O1C2C(CC1=O)OC(C2)=O tetrahydrofuro[3,2-b]furan-2,5-dione